N-[3-[4-(6-fluoro-1,2-benzisoxazol-3-yl)piperidin-1-yl]propyl]-N-(oxetan-3-yl)benzenesulfonamide FC1=CC2=C(C(=NO2)C2CCN(CC2)CCCN(S(=O)(=O)C2=CC=CC=C2)C2COC2)C=C1